FC(C1=CC=C(C=N1)C1CCNC(O1)=O)(F)F 6-(6-(trifluoromethyl)pyridin-3-yl)-1,3-oxazinan-2-one